OC[C@H](C[C@@H]1C(NCC1)=O)NC([C@H](CCCC)NC(OC(C(C)(C)C1=CC(=CC=C1)Cl)C1=CC=CC=C1)=O)=O 2-(3-Chlorophenyl)-2-methyl-1-phenylpropyl ((S)-1-(((S)-1-hydroxy-3-((R)-2-oxopyrrolidin-3-yl)propan-2-yl)amino)-1-oxohexan-2-yl)carbamate